(R)-piperidin-3-yl-(4-(5-(trifluoromethyl)pyrimidin-2-yl)piperazin-1-yl)methanone N1C[C@@H](CCC1)C(=O)N1CCN(CC1)C1=NC=C(C=N1)C(F)(F)F